OCCCOC[C@H](C)NC=1C(=CN(NC1)CC1=CC=C(C=C1)OC)C(F)(F)F (S)-5-((1-(3-hydroxypropoxy)prop-2-yl)amino)-2-(4-methoxybenzyl)-4-(trifluoromethyl)pyridazine